(2-methoxyphenyl)pyridine-4-carboxamide COC1=C(C=CC=C1)C1=NC=CC(=C1)C(=O)N